1-benzyl 3-ethyl 3-((((trifluoromethyl)sulfonyl)oxy)methyl)piperidine-1,3-dicarboxylate FC(S(=O)(=O)OCC1(CN(CCC1)C(=O)OCC1=CC=CC=C1)C(=O)OCC)(F)F